CSC1=NN=CC(N1)=O 3-methylthio-1,2,4-triazin-5-one